(R)-4-((3S,5S,8R,9S,10S,13R,14S,17R)-3-hydroxy-10,13-dimethylhexadecahydro-1H-cyclopenta[a]phenanthren-17-yl)-1-(4-(pyrrolidine-1-carbonyl)piperazin-1-yl)pentan-1-one O[C@H]1CC[C@@]2([C@H]3CC[C@@]4([C@H](CC[C@H]4[C@@H]3CC[C@H]2C1)[C@@H](CCC(=O)N1CCN(CC1)C(=O)N1CCCC1)C)C)C